Phenylethylphenoxyacetat C1(=CC=CC=C1)CCOC(COC1=CC=CC=C1)=O